P1(OCCCCCCCCCCCO1)=O undecylene phosphonate